BrC=1C(=NC(=NC1)N)C 5-bromo-4-methylpyrimidin-2-amine